3-((4-(4-(2-(1-aminopiperidin-4-yl)ethyl)piperazin-1-yl)-2-fluorophenyl)amino)piperidine-2,6-dione NN1CCC(CC1)CCN1CCN(CC1)C1=CC(=C(C=C1)NC1C(NC(CC1)=O)=O)F